ClC=1C=C(C(=NC1)OC1=CC=C(C=C1)C=1C(N(C=CC1)CC(=O)O)=O)F 2-(3-(4-((5-chloro-3-fluoropyridin-2-yl)oxy)phenyl)-2-oxopyridin-1(2H)-yl)acetic acid